C=1S\C(\N2C1C=CC=C2)=N/[H] Z-thiazolo[3,4-a]pyridin-3-imine